COC1=C(C=C(C=N1)N1C[C@@H](CC1)NC(OC(C)(C)C)=O)C(F)(F)F tert-butyl (R)-(1-(6-methoxy-5-(trifluoromethyl)pyridin-3-yl)pyrrolidin-3-yl)carbamate